2-[[4-[[(1Z)-2-ethoxy-3,3,3-trifluoro-1-propen-1-yl]oxy]phenyl]methyl]-N-(2-propen-1-yloxy)-6-pyridinecarboxamide C(C)O\C(=C/OC1=CC=C(C=C1)CC1=NC(=CC=C1)C(=O)NOCC=C)\C(F)(F)F